[Al].N1N=NC2=C1C=CC=C2 benzotriazole aluminum salt